1-chloro-4-(2-chloroethoxy)benzene ClC1=CC=C(C=C1)OCCCl